(3Z)-6-(hexyloxymethoxy)-3-hexenyliodide C(CCCCC)OCOCC\C=C/CCI